ClC1=CC=C(C(=N1)C=1C(=C(C=O)C(=CC1)B1OC(C(O1)(C)C)(C)C)C([2H])([2H])[2H])NC(C)C=1C=C(C=C2C(C(=C(OC12)C(C)C)C)=O)C 3-[6-chloro-3-[1-(2-isopropyl-3,6-dimethyl-4-oxo-chromen-8-yl)ethylamino]-2-pyridyl]-6-(4,4,5,5-tetramethyl-1,3,2-dioxaborolan-2-yl)-2-(trideuteriomethyl)benzaldehyde